FC=1C=C(C=CC1N1CCNCC1)NC=1N=C(N=NC1C(=O)N)N1C[C@@H](CCC1)N1C(N(CC1)C)=O (R)-5-((3-fluoro-4-(piperazin-1-yl)phenyl)amino)-3-(3-(3-methyl-2-oxoimidazolidin-1-yl)piperidin-1-yl)-1,2,4-triazin-6-carboxamide